C(=O)(C(=O)O)OB([O-])[O-] oxaloborate